6-(ethylamino)-4-(5-(6-((6-methoxypyridin-3-yl)methyl)-3,6-diazabicyclo[3.1.1]heptan-3-yl)pyrazin-2-yl)pyrazolo[1,5-a]pyridine-3-carbonitrile C(C)NC=1C=C(C=2N(C1)N=CC2C#N)C2=NC=C(N=C2)N2CC1N(C(C2)C1)CC=1C=NC(=CC1)OC